NC1=NNC(C2=C1N(N=C2[C@H]2CN(CC2)C(C#CC)=O)C2=CC=C(C(=O)NC1=NC=CC=C1)C=C2)=O (R)-4-(7-amino-3-(1-(but-2-ynoyl)pyrrolidin-3-yl)-4-oxo-4,5-dihydro-1H-pyrazolo[3,4-d]pyridazin-1-yl)-N-(pyridin-2-yl)benzamide